Cl.C[C@H]1N[C@H](COC1)C (3R,5S)-3,5-dimethylmorpholine hydrogen chloride salt